N-(1'-(2-(1,1-difluoroethyl)-6-(((1s,3s)-3-fluorocyclobutyl)amino)pyrimidin-4-yl)-1',2'-dihydrospiro[cyclopropane-1,3'-pyrrolo[3,2-c]pyridin]-6'-yl)acetamide FC(C)(F)C1=NC(=CC(=N1)N1CC2(C=3C=NC(=CC31)NC(C)=O)CC2)NC2CC(C2)F